NC1=CC(=C(C=C1F)C1=NN(C2=C1C(=NC=C2C2=CCC1(OCCO1)CC2)N)C(C)C)F 3-(4-Amino-2,5-difluoro-phenyl)-7-(1,4-dioxa-spiro[4.5]dec-7-en-8-yl)-1-isopropyl-1H-pyrazolo[4,3-c]pyridin-4-ylamine